(S)-1-(2-((S)-3-Aminopiperidin-1-yl)-1H-benzo[d]imidazol-1-yl)-2,3-dihydro-1H-inden-5-carbonitril N[C@@H]1CN(CCC1)C1=NC2=C(N1[C@H]1CCC3=CC(=CC=C13)C#N)C=CC=C2